(E)-2-methyl-1-(2-trimethylsilylethoxymethyl)pyrazol-3-one CN1N(C=CC1=O)COCC[Si](C)(C)C